CC(C)(C)NC(=O)OS(=O)(=O)Cl tert-butyl (chlorosulfonyl) carbamate